methyl 1-(5-(azetidin-3-yl)-2,3-dihydro-1H-inden-1-yl)azetidine-3-carboxylate N1CC(C1)C=1C=C2CCC(C2=CC1)N1CC(C1)C(=O)OC